2-{[(2S)-1,4-Dioxan-2-yl]methyl}-N-{[(2S)-oxolan-2-yl]methyl}-8-(trifluoromethyl)-4,5-dihydro-2H-furo[2,3-g]indazol-7-carboxamid O1[C@H](COCC1)CN1N=C2C3=C(CCC2=C1)OC(=C3C(F)(F)F)C(=O)NC[C@H]3OCCC3